CN(S(=O)(=O)C1=C(C(=O)O)C=CC(=C1)[N+](=O)[O-])C 2-(N,N-dimethylsulfamoyl)-4-nitrobenzoic acid